bicycloHexyl C1(CCCCC1)C1CCCCC1